FC1=C(C=C2C=CN(C(C2=C1F)=O)CCC[C@H](C)NC=1C=NNC(C1C(F)(F)F)=O)C1=NC=C(C=N1)F 7,8-difluoro-6-(5-fluoropyrimidin-2-yl)-2-[(4S)-4-[[6-oxo-5-(trifluoromethyl)-1H-pyridazin-4-yl]amino]pentyl]isoquinolin-1-one